(imino)methyl-λ6-sulfanone N=C[SH3]=O